(4a'S,9a'R)-7'-(trifluoromethyl)-4',4a',9',9a'-tetrahydro-3'H-spiro[cyclopropane-1,2'-indeno[2,1-b][1,4]oxazine] FC(C1=CC=2C[C@H]3OC4(CN[C@H]3C2C=C1)CC4)(F)F